C(NC1=CC=CC=C1)(OOC)=O methoxy carbanilate